C(C)(C)C=1C2=C(N=C(N1)SC)C(=NC(=C2)C(F)(F)F)N isopropyl-2-(methylthio)-6-(trifluoromethyl)pyrido[3,4-d]pyrimidin-8-amine